hydroxy-4'-chloroacetophenone OCC(=O)C1=CC=C(C=C1)Cl